4-(4-(3-chloropropan-1-ynyl)-2-methylphenyl)-1-((tetrahydro-2H-pyran-2-yl)methyl)-1H-1,2,3-triazole ClCC#CC1=CC(=C(C=C1)C=1N=NN(C1)CC1OCCCC1)C